tert-butyl O-isopropyl peroxycarbonate C(OC(C)(C)C)(=O)OOC(C)C